Cl.ClC(=N)N Chloroformamidine hydrochloride